OC1CCC(CC1)NC1=C(C(=O)N)C=CC(=C1)N1C=CC2=C1N=CN=C2NC2=CC=C(C=C2)OC2=CC=CC=C2 (((1r,4r)-4-hydroxycyclohexyl)amino)-4-(4-((4-phenoxyphenyl)amino)-7H-pyrrolo[2,3-d]pyrimidin-7-yl)benzamide